OC[C@@H]1CN(C(O1)=O)C1=CC=CC=C1 (S)-5-(hydroxymethyl)-3-phenyloxazolidin-2-one